2-benzylidene-1-heptanol C(C1=CC=CC=C1)=C(CO)CCCCC